COC=1C(=C2C=NNC2=CC1)N1CC=2N=C(N=C(C2CC1)N1CCN(CC1)C(C=C)=O)OC[C@H]1N(CCC1)C (S)-1-(4-(7-(5-methoxy-1H-indazol-4-yl)-2-((1-methylpyrrolidin-2-yl)methoxy)-5,6,7,8-tetrahydropyrido[3,4-d]pyrimidin-4-yl)piperazin-1-yl)prop-2-en-1-one